C(C)C(CC(C(=O)N)=C)CC 2-ethylbutyl-acrylamide